FC1=C(C(=CC=C1)C)N1CCC(CC1)NCC1=NN(C=C1[N+](=O)[O-])C [1-(2-Fluoro-6-methyl-phenyl)-piperidin-4-yl]-(1-methyl-4-nitro-1H-pyrazol-3-ylmethyl)-amine